BrC=1C(=NC(=C(N1)F)C1=C(C=C(C(=C1)OC)OC)Cl)N 3-bromo-5-fluoro-6-(2-chloro-4,5-dimethoxy-phenyl)-pyrazin-2-ylamine